alpha-methyl-heptenone CCC(C=CCCC)=O